C(C)N1N=C2N=C(C=NC2=C1)N[C@@H](C)C=1C=C(C=CC1C)NC(CC1=NC=CC(=C1)C)=O (S)-N-(3-(1-((2-ethyl-2H-pyrazolo[3,4-b]pyrazin-6-yl)amino)ethyl)-4-methylphenyl)-2-(4-methylpyridin-2-yl)acetamide